[Pt+4].NC1C(CCCC1)N 1,2-diaminocyclohexane platinum(IV)